BrC1=C(C2=CN(N=C2C=C1)CCOC)Cl 5-bromo-4-chloro-2-(2-methoxyethyl)-2H-indazole